C(C)(C)(C)C1=C(C(=CC(=C1)C(C)(C)C)C1=NC2=C(N1C1=C(C=C(C=C1)C)C)C=CC=C2C2=CC(=CC(=C2)C2=NC=NC1=C(C=CC=C21)C)C(C)(C)C)O 2,4-di-tert-butyl-6-(4-(3-(tert-butyl)-5-(8-methylquinazolin-4-yl)phenyl)-1-(2,4-dimethylphenyl)-1H-benzo[d]imidazol-2-yl)phenol